N1=C(C=CC=C1)CN1N=C2C3=C(CCC2=C1)OC=C3 2-[(Pyridin-2-yl)methyl]-4,5-dihydro-2H-furo[2,3-g]indazole